1-(2-Bromoethyl)-5-(chloromethyl)-3-nitro-1H-pyrazole BrCCN1N=C(C=C1CCl)[N+](=O)[O-]